C1(CCCC1)OC1C(NCC1)=O 3-(cyclopentyloxy)pyrrolidin-2-one